C(#N)C=1C=CC(=C(C1)C1=CN=C(O1)C(=O)N[C@H]1CN([C@H](C1)C)C#N)OC 5-(5-cyano-2-methoxyphenyl)-N-((3R,5S)-1-cyano-5-methylpyrrolidin-3-yl)oxazole-2-carboxamide